4'-((2,18-Dioxo-24-(((2R,3R,4R,5R,6S)-3,4,5-trihydroxy-6-methyltetrahydro-2H-pyran-2-yl)oxy)-6,9,12,15,22-pentoxa-3,19-diazatetracosyl)oxy)-[1,1'-biphenyl]-3-carboxylic acid O=C(COC1=CC=C(C=C1)C1=CC(=CC=C1)C(=O)O)NCCOCCOCCOCCOCCC(NCCOCCO[C@@H]1O[C@H]([C@@H]([C@H]([C@H]1O)O)O)C)=O